(12Z,15Z)-1-((((9Z,12Z)-octadeca-9,12-dien-1-yloxy)carbonyl)oxy)henicosa-12,15-dien-3-yl 3-(dimethylamino)propanoate CN(CCC(=O)OC(CCOC(=O)OCCCCCCCC\C=C/C\C=C/CCCCC)CCCCCCCC\C=C/C\C=C/CCCCC)C